[2,3,5,6-tetrafluoro-4-(methoxymethyl) phenyl]Methyl 3-(2-cyano-1-propen-1-yl)-2,2-dimethylcyclopropanecarboxylate C(#N)C(=CC1C(C1C(=O)OCC1=C(C(=C(C(=C1F)F)COC)F)F)(C)C)C